C1N(CC12CNC2)C=2C=CC(=NC2)NC2=NC=C(C(=N2)C=2C=NN1C2[C@H](CCCC1)C)F (S)-N-(5-(2,6-diazaspiro[3.3]heptan-2-yl)pyridin-2-yl)-5-fluoro-4-(4-methyl-5,6,7,8-tetrahydro-4H-pyrazolo[1,5-a]azepin-3-yl)pyrimidin-2-amine